6-methyl-3-(phenylsulfonyl)-1'-(1-(tetrahydro-2H-pyran-2-yl)-1H-pyrazol-4-yl)-3,6-dihydro-7H-spiro[dipyrrolo[2,3-b:3',2'-d]pyridine-8,4'-piperidin]-7-one CN1C(C2(CCN(CC2)C=2C=NN(C2)C2OCCCC2)C2=C3C(=NC=C21)N(C=C3)S(=O)(=O)C3=CC=CC=C3)=O